(2-methylbutyl)-cyclopentane CC(CC1CCCC1)CC